2-(3-amino-6-chloro-2-fluorophenyl)-N-methylimidazo[1,5-b]pyridazine-5-carboxamide NC=1C(=C(C(=CC1)Cl)C=1C=CC=2N(N1)C=NC2C(=O)NC)F